2-((1r,2r)-1-(2-cyanophenyl)-1-(1,5-dimethyl-1H-pyrazol-4-yl)propan-2-yl)-5-hydroxy-N-(isoxazol-4-yl)-1-methyl-6-oxo-1,6-dihydropyrimidine-4-carboxamide C(#N)C1=C(C=CC=C1)[C@@H]([C@@H](C)C=1N(C(C(=C(N1)C(=O)NC=1C=NOC1)O)=O)C)C=1C=NN(C1C)C